FC1(CCC2(CC1)OC=1C=C(C=CC1C=1N=C(SC12)NC(=O)C=1C(=NC=NC1OC)OC)C(F)(F)F)F N-(4',4'-difluoro-7-(trifluoromethyl)spiro[chromeno[4,3-d]thiazole-4,1'-cyclohexan]-2-yl)-4,6-dimethoxypyrimidine-5-carboxamide